11-methacryloyloxyundecyl phosphonate P(OCCCCCCCCCCCOC(C(=C)C)=O)([O-])=O